ClC=1N=C2C(=C(C(N(C2=CC1)C)=O)C#N)N1C[C@]2(CN(C[C@]2(C1)C)C(=O)OC(C)(C)C)C tert-butyl (3aR,6aS)-2-(6-chloro-3-cyano-1-methyl-2-oxo-1,5-naphthyridin-4-yl)-3a,6a-dimethyl-1,3,4,6-tetrahydropyrrolo[3,4-c]pyrrole-5-carboxylate